N1(CCCC1)C(=O)C1=CN=C2N1C=C(C=C2)C=2C=CN1N=C(N=CC12)NCCC(F)(F)F pyrrolidin-1-yl(6-(2-((3,3,3-trifluoropropyl)amino)pyrrolo[2,1-f][1,2,4]triazin-5-yl)imidazo[1,2-a]pyridin-3-yl)methanone